3-isopropyl-2-methyl-2H-indazol C(C)(C)C=1N(N=C2C=CC=CC12)C